ClC1=C(C=C(C(=C1)C)B1OC(C(O1)(C)C)(C)C)NC(C1=NC=CC(=C1)C(F)(F)F)=O N-(2-chloro-4-methyl-5-(4,4,5,5-tetramethyl-1,3,2-dioxaborolan-2-yl)phenyl)-4-(trifluoromethyl)picolinamide